[1,2,3]triazolo[4,5-c]pyridine-5-carboxamide N=1N=NC2=CN(C=CC21)C(=O)N